N1(CCCC1)CC1=C(C=CC=C1)B(O)O (2-(pyrrolidin-1-ylmethyl)phenyl)boronic acid